tert-butyl (2S,4R)-2-methyl-4-(pyrido[3,4-d]pyrimidin-4-yloxy)pyrrolidine-1-carboxylate C[C@@H]1N(C[C@@H](C1)OC=1C2=C(N=CN1)C=NC=C2)C(=O)OC(C)(C)C